FC=1C=C(CNC2=CC=CC(=N2)C=2C=NC(=CC2)N2CCNCC2)C=CC1 N-(3-fluorobenzyl)-6'-(piperazin-1-yl)-[2,3'-bipyridyl]-6-amine